Racemic-tert-butyl ((1R,2R)-1-(2-bromo-6-chloropyridin-4-yl)-1-hydroxy-3-methoxypropan-2-yl)(2-hydroxyethyl)carbamate BrC1=NC(=CC(=C1)[C@H]([C@@H](COC)N(C(OC(C)(C)C)=O)CCO)O)Cl |r|